C(C=C)(=O)OCCCCCCCC\C=C/CC(CCCCCC)OC(CCCCCCC\C=C/C\C=C/C\C=C/CC)=O.C1(C=CC2=CC=CC=C12)[C-]1C=CC=C1.[C-]1(C=CC=C1)C1C=CC2=CC=CC=C12.[Zr+2] bis-indenyl-zirconocene (Z)-18-(acryloyloxy)octadec-9-en-7-yl-(9Z,12Z,15Z)-octadeca-9,12,15-trienoate